methyl 3-fluoro-4-((N-(3-((4-methylpiperazin-1-yl)methyl)phenyl)ethylsulfonamido)methyl)benzoate FC=1C=C(C(=O)OC)C=CC1CN(S(=O)(=O)CC)C1=CC(=CC=C1)CN1CCN(CC1)C